C1(CCC1)[C@@H](COC=1C=NN(C1C1=CC=2N(C=C1)N=C(C2)NC2=NC(=NC(=C2)C)C)C)O (S)-1-cyclobutyl-2-[5-[2-[(2,6-dimethylpyrimidin-4-yl)amino]pyrazolo[1,5-a]pyridin-5-yl]-1-methyl-pyrazol-4-yl]oxy-ethanol